N1(CCCC1)C(=S)S pyrrolidinyl-dithioformic acid